FC(S(=O)(=O)OC1=CC2(C=CC(C1)(O2)C)C)(F)F [1,5-dimethyl-8-oxabicyclo[3.2.1]octa-2,6-dien-3-yl] trifluoro-methanesulfonate